3-[2-(morpholin-4-yl)-8-(1H-pyrazol-5-yl)-1,7-naphthyridin-4-yl]-1,3-oxazinan-2-one N1(CCOCC1)C1=NC2=C(N=CC=C2C(=C1)N1C(OCCC1)=O)C1=CC=NN1